6-(4-hydroxy-3,5-dimethyl-phenyl)-N-[(2-oxo-1H-pyridin-3-yl)sulfonyl]-2-[(4S)-2,2,4-trimethylpyrrolidin-1-yl]pyridine-3-carboxamide OC1=C(C=C(C=C1C)C1=CC=C(C(=N1)N1C(C[C@@H](C1)C)(C)C)C(=O)NS(=O)(=O)C=1C(NC=CC1)=O)C